tert-Butyl (S)-2-((S)-1-hydroxyethyl)azetidine-1-carboxylate O[C@@H](C)[C@H]1N(CC1)C(=O)OC(C)(C)C